(5aS,6aR)-5a-(3-chloro-2,6-difluorophenyl)-1-(3-morpholinopropyl)-5,5a,6,6a-tetrahydrocyclopropa[3,4]pyrrolo[1,2-c]imidazole-3(2H)-thione hydrochloride Cl.ClC=1C(=C(C(=CC1)F)[C@]12[C@H](C=3N(C(NC3CCCN3CCOCC3)=S)C1)C2)F